ClC=1C=C(C=CC1O)CC(=O)ON1C(CCC1=O)=O 2,5-dioxopyrrolidin-1-yl 2-(3-chloro-4-hydroxyphenyl)acetate